BrC=1C=C2C(=C(NC2=CC1)C=1C(=NC=CC1)[C@H](C)OC)CC(CO[Si](C1=CC=CC=C1)(C1=CC=CC=C1)C(C)(C)C)(C)C [3-[5-bromo-2-[2-[(1S)-1-methoxyethyl]-3-pyridyl]-1H-indol-3-yl]-2,2-dimethyl-propoxy]-tert-butyl-diphenyl-silane